1-methyl-4-[7-[(2R,5S)-5-methyl-2-piperidyl]-2-naphthyl]piperidine CN1CCC(CC1)C1=CC2=CC(=CC=C2C=C1)[C@@H]1NC[C@H](CC1)C